COC(CN1C=NC(=C1C)\C=C\C=1N=C(SC1)NC(=O)C=1N(C=CC1)CC1=CC(=NC=C1)F)=O.OC=1C=C(C=CC1N)C1=CC(=C(N)C=C1)O 3,3'-dihydroxybenzidine methyl-(E)-2-(4-(2-(2-(1-((2-fluoropyridin-4-yl)methyl)-1H-pyrrole-2-carboxamido)thiazol-4-yl)vinyl)-5-methyl-1H-imidazol-1-yl)acetate